trans-tert-butyl 4-(3-(methoxycarbonyl)-4-nitrophenoxy)-2-((3-(methoxycarbonyl)-4-nitrophenoxy)-methyl)pyrrolidine-1-carboxylate COC(=O)C=1C=C(O[C@H]2C[C@@H](N(C2)C(=O)OC(C)(C)C)COC2=CC(=C(C=C2)[N+](=O)[O-])C(=O)OC)C=CC1[N+](=O)[O-]